6-(4,4,5,5-tetramethyl-1,3,2-dioxaborolan-2-yl)-3,4-dihydroquinoline-2(1H)-one CC1(OB(OC1(C)C)C=1C=C2CCC(NC2=CC1)=O)C